BrC1=CC=C(C(=N1)C(=O)OC)OC methyl 6-bromo-3-methoxypyridineformate